C(C)(=O)O[C@@H]1C=C[C@@H](C1)N1C2=NC(=NC(=C2N=C1)Cl)N ((1S,4R)-4-(2-amino-6-chloro-9H-purin-9-yl) cyclopent-2-en-1-yl) acetate